tert-butyl 4-((3,3-dimethyl-2,3-dihydro-1H-pyrrolo[3,2-b]pyridine-1-carboxamido)methyl)piperidine-1-carboxylate CC1(CN(C=2C1=NC=CC2)C(=O)NCC2CCN(CC2)C(=O)OC(C)(C)C)C